1-(2,4,6-trichlorophenyl)-1H-pyrrole-2,5-dione ClC1=C(C(=CC(=C1)Cl)Cl)N1C(C=CC1=O)=O